N-(2-aminophenyl)sulfonyl-acetamide NC1=C(C=CC=C1)S(=O)(=O)NC(C)=O